C(C)(=O)O.COC1=CC(=NN1C)NC(=O)C1CN(C1)C1=CC(=C2C(C(=CN(C2=N1)C1=NC=NS1)C(=O)O)=O)C 7-{3-[(5-methoxy-1-methyl-1H-pyrazol-3-yl)carbamoyl]azetidin-1-yl}-5-methyl-4-oxo-1-(1,2,4-thiadiazol-5-yl)-1,4-dihydro-1,8-naphthyridine-3-carboxylic acid acetate